C(O)([O-])=O (Hydrogen) Carbonat